C(C)(C)OS(=O)(=O)CCN(C1=C(C=CC=C1)C)C1=CC=CC=C1.C1(=CC=CC=C1)C1=CC=C(C=2NN=NC21)C2=CC=CC=C2 4,7-diphenyl-benzotriazole isopropyl-2-(phenyl(o-tolyl)amino)ethane-1-sulfonate